N-[3-Chloro-4-[4-(1,1-dimethylpiperidin-1-ium-4-carbonyl)piperazine-1-carbonyl]phenyl]-1-methyl-5-[1-pyrimidin-2-yl-3-(trifluoromethyl)pyrazol-4-yl]imidazole-2-carboxamide ClC=1C=C(C=CC1C(=O)N1CCN(CC1)C(=O)C1CC[N+](CC1)(C)C)NC(=O)C=1N(C(=CN1)C=1C(=NN(C1)C1=NC=CC=N1)C(F)(F)F)C